CC=1C=CC(C(=O)P(C2=CC=CC=C2)=O)C(C1)(C)C 4,6,6-trimethylbenzoylphenyl-phosphine oxide